N-(4-((4-nitrobenzyl)amino)phenyl)heptanamide [N+](=O)([O-])C1=CC=C(CNC2=CC=C(C=C2)NC(CCCCCC)=O)C=C1